(E)-2-cyano-N-(2-(2-(2-methoxyethoxy)ethoxy)ethyl)-3-(4-(piperidin-1-yl)phenyl)but-2-enamide C(#N)/C(/C(=O)NCCOCCOCCOC)=C(/C)\C1=CC=C(C=C1)N1CCCCC1